4-{1-{2-[(3-fluorophenyl)amino]-2-oxoethyl}-1H-benzimidazol-2-yl}-N-(3-methoxyphenyl)benzamide FC=1C=C(C=CC1)NC(CN1C(=NC2=C1C=CC=C2)C2=CC=C(C(=O)NC1=CC(=CC=C1)OC)C=C2)=O